6-(tert-butyl)-4-chloro-1-isopropyl-1H-pyrazolo[3,4-d]pyrimidine C(C)(C)(C)C1=NC(=C2C(=N1)N(N=C2)C(C)C)Cl